N-(6-amino-5-ethyl-3-pyridyl)-2-oxo-2-[Rac-(2R,5S)-5-methyl-2-[2-(1-methyl-4-piperidyl)-3-oxo-Isoindolin-5-Yl]-1-piperidyl]acetamide NC1=C(C=C(C=N1)NC(C(N1[C@H](CC[C@@H](C1)C)C=1C=C2C(N(CC2=CC1)C1CCN(CC1)C)=O)=O)=O)CC |r|